NC1=C(C=C(C(=C1)C(F)(F)F)N)C(F)(F)F 1,4-diamino-2,5-bis(trifluoromethyl)benzene